BrC=1C=C(C=C(C1)OC)/C=C/C(=O)OC Methyl (E)-3-(3-bromo-5-methoxyphenyl)acrylate